FC=1C=C(C=CC1)N1C(=NC(=C1)C1=CC=CC=C1)SCC1=CC=C(C=C1)S(=O)(=O)N 4-(((1-(3-fluorophenyl)-4-phenyl-1H-imidazol-2-yl)thio)methyl)benzenesulfonamide